TetraHydroFuran O1CCCC1